2'-(((3R,4S)-1-((3-(Bromomethyl)phenyl)sulfonyl)-3-methylpiperidin-4-yl)amino)-7'-((1R,3R)-3-hydroxycyclohexyl)spiro[cyclopropane-1,5'-pyrrolo[2,3-d]pyrimidin]-6'(7'H)-one BrCC=1C=C(C=CC1)S(=O)(=O)N1C[C@H]([C@H](CC1)NC=1N=CC2=C(N1)N(C(C21CC1)=O)[C@H]1C[C@@H](CCC1)O)C